(6aR)-6,6,9-trimethyl-3-propyl-6a,7,8,10a-tetrahydro-6H-benzo-[c]chromen-1-ol CC1(OC=2C=C(C=C(C2C2[C@H]1CCC(=C2)C)O)CCC)C